3-(5-Methylthiazol-4-yl)-6-(3-phenylpropoxy)-2-(pyridin-3-yl)-1H-inden-1-one CC1=C(N=CS1)C1=C(C(C2=CC(=CC=C12)OCCCC1=CC=CC=C1)=O)C=1C=NC=CC1